P(=O)(N=[N+]=[N-])(N=[N+]=[N-])N=[N+]=[N-] phosphorylazide